NCC(=O)N1[C@@H](CC1)C(=O)NC=1SC2=C(N1)C=CC(=C2)OC(F)(F)F (S)-l-glycyl-N-(6-(trifluoromethoxy)benzo[d]thiazol-2-yl)azetidine-2-carboxamide